FC=1C(=NC=CC1CC=1C=NC=C(C1C)NC1=C(C(=CC=C1)OC(F)(F)F)F)NS(=O)(=O)[SH+]C 3-fluoro-4-[[5-[2-fluoro-3-(trifluoromethoxy)anilino]-4-methyl-3-pyridinyl]methyl]-N-(methylsulfaniosulfonyl)pyridin-2-amine